1-[(6-chloro-3-pyridyl)methyl]-7-methyl-8-nitro-5-propoxy-3,5,6,7-tetrahydro-2H-imidazo[1,2-a]pyridine ClC1=CC=C(C=N1)CN1CCN2C1=C(C(CC2OCCC)C)[N+](=O)[O-]